C(C)SC1=C(N=C2N1C=CC(=C2)OCC(F)(F)F)C(=O)OCC ethyl 3-ethylsulfanyl-7-(2,2,2-trifluoroethoxy)imidazo[1,2-a]pyridine-2-carboxylate